C(CCC)C=1N=NN(N1)CC1=C(N=NN1C)C1=CC=C(C=N1)O[C@@H]1C[C@H](CCC1)C(=O)O (1S,3S)-3-((6-(5-((5-butyl-2H-tetrazol-2-yl)methyl)-1-methyl-1H-1,2,3-triazol-4-yl)pyridin-3-yl)oxy)cyclohexane-1-carboxylic acid